O=C1NC(CCC1C=1C=C(C=CC1)N1CCN(CC1)CC1CCN(CC1)C(=O)OC(C)(C)C)=O Tert-butyl 4-[[4-[3-(2,6-dioxo-3-piperidyl)phenyl]piperazin-1-yl]methyl]piperidine-1-carboxylate